2,5-dichloro-4-[[4-[1-methyl-4-(trifluoromethyl)imidazol-2-yl]phenyl]methoxy]pyrimidin ClC1=NC=C(C(=N1)OCC1=CC=C(C=C1)C=1N(C=C(N1)C(F)(F)F)C)Cl